The molecule is a medium-chain fatty acid comprising hexanoic acid carrying a 5-oxo group. It has a role as a bacterial xenobiotic metabolite. It is a 5-oxo monocarboxylic acid, an oxo fatty acid, a medium-chain fatty acid and a straight-chain fatty acid. It derives from a hexanoic acid. It is a conjugate acid of a 5-oxohexanoate. CC(=O)CCCC(=O)O